FC1=C2C(=CN=C1)N(N=C2C2CN(C2)C(=O)OC(C)(C)C)CC(N2C[C@@H](OCC2)C(F)(F)F)=O tert-Butyl 3-(4-fluoro-1-{2-oxo-2-[(2R)-2-(trifluoromethyl)morpholin-4-yl]ethyl}-1H-pyrazolo[3,4-c]pyridin-3-yl)azetidine-1-carboxylate